ethyl (Z)-(2-cyano-2-(2-(4-((3-isopropyl-1-tosyl-1H-indol-5-yl)oxy)-3,5-dimethylphenyl)hydrazineylidene)acetyl)carbamate C(#N)/C(/C(=O)NC(OCC)=O)=N/NC1=CC(=C(C(=C1)C)OC=1C=C2C(=CN(C2=CC1)S(=O)(=O)C1=CC=C(C)C=C1)C(C)C)C